1,2-diaminocyclohexanetetraacetic acid monohydrate C1CCC(C(C1)N(CC(=O)O)CC(=O)O)N(CC(=O)O)CC(=O)O